2-carboxy-2-amino-5-(trifluoromethyl)adamantane C(=O)(O)C1(C2CC3CC(CC1C3)(C2)C(F)(F)F)N